N-[[5-chloro-2-(2-formylphenyl)sulfanyl-3-(trifluoromethyl)phenyl]methyl]-2-methyl-propane-2-sulfinamide ClC=1C=C(C(=C(C1)CNS(=O)C(C)(C)C)SC1=C(C=CC=C1)C=O)C(F)(F)F